CCCCCCCCCCCCCCCC(=O)OC[C@H](COP(=O)(O)OCC)OC(=O)CCCCCCCCCCCCCCC The molecule is a phosphatidylethanol in which both phosphatidyl acyl groups are specified as palmitoyl (hexadecanoyl). It derives from a hexadecanoic acid. It is a conjugate acid of a 1,2-dipalmitoyl-sn-glycero-3-phosphoethanol(1-).